O=C1NC(CCC1N1C(N(C2=C1C=CC=C2N2CC(C2)CN2CCN(CC2)C2CCC(CC2)NC(OC(C)(C)C)=O)C)=O)=O tert-butyl N-[4-[4-[[1-[1-(2,6-dioxo-3-piperidyl)-3-methyl-2-oxo-benzimidazol-4-yl]azetidin-3-yl]methyl]piperazin-1-yl]cyclohexyl]carbamate